FC=1C=C(C=NC1)C1=NC=2N(C(=N1)NCCC=1C(=NC=CC1)NC(OC(C)(C)C)=O)N=CC2C(C)C tert-Butyl N-[3-[2-[[2-(5-fluoro-3-pyridyl)-8-isopropyl-pyrazolo[1,5-a][1,3,5]triazin-4-yl]amino]ethyl]-2-pyridyl]carbamate